[Br-].C(CCCCCCCCCCC)[N+](CC)(C)C dodecyl-dimethyl-monoethyl-ammonium bromide